BrC=1C(=C2C=CN(C2=C(C1)C)C(=O)OC(C)(C)C)O tert-butyl 5-bromo-4-hydroxy-7-methyl-1H-indole-1-carboxylate